bis(tridecyl)1,2,3,4-butanetetracarboxylic acid bis(1,2,2,6,6-pentamethyl-4-piperidyl) ester CN1C(CC(CC1(C)C)OC(=O)CC(C(CC(=O)O)(C(=O)O)CCCCCCCCCCCCC)(C(=O)OC1CC(N(C(C1)(C)C)C)(C)C)CCCCCCCCCCCCC)(C)C